tert-butyl (1R,2S,5S)-2-(hydroxymethyl)-3-(4-methoxybenzyl)-3,8-diazabicyclo[3.2.1]octane-8-carboxylate OC[C@@H]1[C@H]2CC[C@@H](CN1CC1=CC=C(C=C1)OC)N2C(=O)OC(C)(C)C